NC=1C=C(C=CC1)CS(=O)(=O)N1CCC(CC1)NC=1C=C(C=CC1)C1=C(C(=C(S1)C(=O)OC(C)(C)C)OCC(=O)O)Cl 2-[[5-[3-[[1-[(3-aminophenyl)methylsulfonyl]-4-piperidyl]amino]phenyl]-2-tert-butoxycarbonyl-4-chloro-3-thienyl]oxy]acetic acid